3-(5-((1-(6-chloro-3-methyl-1H-indole-2-carbonyl)azetidin-3-yl)ethynyl)-1-oxoisoindolin-2-yl)piperidine-2,6-dione ClC1=CC=C2C(=C(NC2=C1)C(=O)N1CC(C1)C#CC=1C=C2CN(C(C2=CC1)=O)C1C(NC(CC1)=O)=O)C